C(C)(C)(C)OC(=O)N1CC(C1)COC(=S)SC 3-((((methylthio)thiocarbonyl)oxy)methyl)azetidine-1-carboxylic acid tert-butyl ester